[N+](=[N-])=CC(CC[C@@H](C(=O)OC(C([2H])([2H])[2H])(C([2H])([2H])[2H])[2H])NC(COC(C([2H])([2H])[2H])([2H])[2H])=O)=O propan-2-yl-d7 (S)-6-diazo-2-(2-(ethoxy-d5)acetamido)-5-oxohexanoate